[6-[1-(oxetan-3-yl)pyrazol-4-yl]-3,6-dihydro-2H-pyran-4-yl] trifluoromethanesulfonate FC(S(=O)(=O)OC=1CCOC(C1)C=1C=NN(C1)C1COC1)(F)F